2-(2-bromo-6-fluoro-4-methylphenyl)-2-oxo-N-(tetrahydro-2H-pyran-4-yl)acetamide BrC1=C(C(=CC(=C1)C)F)C(C(=O)NC1CCOCC1)=O